(+)-N-{3-[(1H-1,3-benzodiazol-2-yl)amino]-3-[3-(trifluoromethoxy)phenyl]-propyl}-acetamide N1C(=NC2=C1C=CC=C2)NC(CCNC(C)=O)C2=CC(=CC=C2)OC(F)(F)F